C[C@H]1N(C[C@@H]1OC=1C=NC(=CC1)C(NC)=O)C(=O)OC(C)(C)C Tert-butyl (2R,3S)-2-methyl-3-{[6-(methylcarbamoyl)pyridin-3-yl]oxy}azetidine-1-carboxylate